(dimethylfluorenyl)[(diphenyl-d10)triazinylphenyl-d4]dibenzothiophene CC=1C(=C(C=2CC3=CC=CC=C3C2C1)C1=C(C2=C(SC3=C2C=CC=C3)C=C1)C1=C(C(=C(C(=C1C1=NN=NC(=C1C1(C(C(C(C(C1[2H])([2H])[2H])([2H])[2H])([2H])[2H])([2H])[2H])[2H])C1(C(C(C(C(C1[2H])([2H])[2H])([2H])[2H])([2H])[2H])([2H])[2H])[2H])[2H])[2H])[2H])[2H])C